[N-](S(=O)(=O)C(F)(F)F)S(=O)(=O)C(F)(F)F.C(C)[P+](CCCC)(CCCC)CCCC ethyl-tributyl-phosphonium bis(trifluoromethanesulfonyl)imide salt